C(C)[SiH2]C1=CC(=CC=C1)C=C Ethyl-3-vinylphenylsilane